O[C@@H]1[C@H]([C@@H](O[C@@H]([C@H]1O)CO)OC1=C(OC2=CC(=CC(=C2C1=O)O)O)C1=CC=C(C=C1)O)O[C@@H]1O[C@H]([C@@H]([C@H]([C@H]1O)O)O)C 3-[(2S,3R,4S,5S,6R)-4,5-dihydroxy-6-(hydroxymethyl)-3-[(2S,3R,4R,5R,6S)-3,4,5-trihydroxy-6-methyloxan-2-yl]oxyoxan-2-yl]oxy-5,7-dihydroxy-2-(4-hydroxyphenyl)chromen-4-one